2-(Boc-aminomethyl)piperidine C(=O)(OC(C)(C)C)C(C1NCCCC1)N